ClC=1N=NC(=CC1C1CCCCC1)Cl 3,6-Dichloro-4-cyclohexylpyridazine